C(C)N(C1=C(C=C(C=C1C)C)C)CC N,N-diethyl-2,4,6-trimethylaniline